((trans)-3-(N-(2-((6-bromopyridin-2-yl)amino)-2-oxoethyl)-2-(3-carbamoyl-1H-indazol-1-yl)acetamido)cyclobutyl)carbamic acid tert-butyl ester C(C)(C)(C)OC(N[C@@H]1C[C@H](C1)N(C(CN1N=C(C2=CC=CC=C12)C(N)=O)=O)CC(=O)NC1=NC(=CC=C1)Br)=O